2-(2-(tetrahydrofuran-2-yl)phenyl)acetic acid methyl ester COC(CC1=C(C=CC=C1)C1OCCC1)=O